3-(diphenylphosphino)-6-methoxy-1-methyl-2(1H)-quinolinone C1(=CC=CC=C1)P(C=1C(N(C2=CC=C(C=C2C1)OC)C)=O)C1=CC=CC=C1